Isopropyl (1-hydroxy-7-methyl-1,3-dihydrobenzo[c][1,2]oxaborole-6-carbonyl)-L-valinate OB1OCC2=C1C(=C(C=C2)C(=O)N[C@@H](C(C)C)C(=O)OC(C)C)C